CN1N=NC2=C1C=CC(=C2C)[C@@H](CC(=O)O)C=2C=C(C1=C(C=CS1)C2)CN2CC1(OC3=C(C2)N=C(C=C3)O)CC1 (3S)-3-(1,4-Dimethyl-1H-benzotriazol-5-yl)-3-{7-[(7'-hydroxy-3'H-spiro[cyclopropane-1,2'-pyrido[2,3-f][1,4]oxazepin]-4'(5'H)-yl)methyl]-1-benzothiophen-5-yl}propanoic acid